3-iodo-5-nitro-1H-indazole IC1=NNC2=CC=C(C=C12)[N+](=O)[O-]